tert-butyl (6R)-6-(((2R,3R,5R,6S)-3,5-dihydroxy-6-methyltetrahydro-2H-pyran-2-yl)oxy)-3-hydroxyheptanoate O[C@H]1[C@@H](O[C@H]([C@@H](C1)O)C)O[C@@H](CCC(CC(=O)OC(C)(C)C)O)C